N-((2-(6-(3,3-difluoro-4-(methylamino)piperidin-1-yl)pyridin-2-yl)-1,6-naphthyridin-7-yl)methyl)-4-methyl-3-(methylsulfonyl)benzamide FC1(CN(CCC1NC)C1=CC=CC(=N1)C1=NC2=CC(=NC=C2C=C1)CNC(C1=CC(=C(C=C1)C)S(=O)(=O)C)=O)F